N-(2-chloro-4-fluoro-3-((5-fluoro-3-methyl-4-oxo-3,4-dihydroquinazolin-6-yl)amino)phenyl)-3-fluoro-4-methoxypyrrolidine-1-sulfonamide ClC1=C(C=CC(=C1NC=1C(=C2C(N(C=NC2=CC1)C)=O)F)F)NS(=O)(=O)N1CC(C(C1)OC)F